(3R)-N-[3-[2-[2-(2,3-dihydro-1H-isoindol-5-yl)ethylamino]-8-methyl-7-oxopyrido[2,3-d]pyrimidin-6-yl]-2,4-difluorophenyl]-3-fluoropyrrolidine-1-sulfonamide hydrochloride Cl.C1NCC2=CC(=CC=C12)CCNC=1N=CC2=C(N1)N(C(C(=C2)C=2C(=C(C=CC2F)NS(=O)(=O)N2C[C@@H](CC2)F)F)=O)C